FC=1C=C(C=C(C1)F)C1(CC1)NC(CC(N1C=NC=C1)C)=O N-[1-(3,5-Difluorophenyl)cyclopropyl]-β-methyl-1H-imidazole-1-propanamide